NC1=NC2=CC(=CC=C2C=C1Cl)O[C@H]1CC[C@]2([C@@H]1O[C@H](C2O)N2C=CC1=C2N=CN=C1C)O (2R,3aS,6S,6aR)-6-((2-amino-3-chloroquinolin-7-yl)oxy)-2-(4-methyl-7H-pyrrolo[2,3-d]pyrimidin-7-yl)hexahydro-2H-cyclopenta[b]furan-3,3a-diol